C1(CC1)C(=O)NC1=NC=C(C(=O)NC([2H])([2H])[2H])C(=C1)NC=1C=NN2C1C(N(C=C2)CC(F)(F)F)=O 6-(Cyclopropanecarboxamido)-N-(methyl-d3)-4-((4-oxo-5-(2,2,2-trifluoroethyl)-4,5-dihydropyrazolo[1,5-a]pyrazin-3-yl)amino)nicotinamide